4,4'-bis(1,1-dimethylethyl)-2,2'-bipyridine CC(C)(C)C1=CC(=NC=C1)C1=NC=CC(=C1)C(C)(C)C